triazine-5-carboxylic acid N1=NN=CC(=C1)C(=O)O